3-Benzyl-4-oxo-10-oxa-3-aza-tricyclo[5.2.1.0*1,5*]dec-8-ene-6-carboxylic acid C(C1=CC=CC=C1)N1CC23C(C1=O)C(C(C=C2)O3)C(=O)O